rac-(2r,3s,4s,5r)-3-(3,4-difluorophenyl)-4,5-dimethyl-N-(2-(methylsulfonyl)pyridin-4-yl)-5-(trifluoromethyl)tetrahydrofuran-2-carboxamide FC=1C=C(C=CC1F)[C@H]1[C@@H](O[C@]([C@H]1C)(C(F)(F)F)C)C(=O)NC1=CC(=NC=C1)S(=O)(=O)C |r|